NC1=NC=CC=C1C(NC(=O)C1N(CC(C1)F)C(CC1=CN=NN1)=O)C1=CC(=C(C=C1)C(C)C)C N-[(2-aminopyridin-3-yl)[3-methyl-4-(propan-2-yl)phenyl]methyl]-4-fluoro-1-[2-(1H-1,2,3-triazol-5-yl)acetyl]pyrrolidine-2-carboxamide